2-bromo-4-(tert-butyl)oxazole BrC=1OC=C(N1)C(C)(C)C